butyl ((1S,3S)-3-((6-(1-ethoxyvinyl)-1,2,4-triazin-3-yl)amino)cyclopentyl)carbamate C(C)OC(=C)C1=CN=C(N=N1)N[C@@H]1C[C@H](CC1)NC(OCCCC)=O